Cl.NC(=O)N Urea hydrochloride salt